ethyl 1-[1-cyclopropyl-6-fluoro-3-({[(3S)-1-(6-methylpyridin-3-yl)piperidin-3-yl][(2-methylpyridin-4-yl)methyl]amino}methyl)-4-oxo-1,4-dihydroquinolin-7-yl]-1H-imidazole-4-carboxylate C1(CC1)N1C=C(C(C2=CC(=C(C=C12)N1C=NC(=C1)C(=O)OCC)F)=O)CN(CC1=CC(=NC=C1)C)[C@@H]1CN(CCC1)C=1C=NC(=CC1)C